CC1=CC=C(C=C1)S(=O)(=O)O.CP(C)=O dimethylphosphine oxide mono-p-toluenesulfonate